N1N=CC2=CC=CC(=C12)CNC(C=CC1=CC=C(C=C1)C(F)(F)F)=O N-[(1H-indazol-7-yl)methyl]-3-(4-trifluoromethylphenyl)acrylamide